ClC1=C(C(=C(C=C1OC)OC)Cl)C1=NC(=C2C=C(N=CC2=C1)N[C@H]1[C@H](COC1)NC(C=C)=O)N1CC2(CCO2)C1 N-((3R,4S)-4-((7-(2,6-dichloro-3,5-dimethoxyphenyl)-5-(1-oxa-6-azaspiro[3.3]heptan-6-yl)-2,6-naphthyridin-3-yl)amino)tetrahydrofuran-3-yl)acrylamide